tert-butyl (5-(3-(4-methoxybenzyl)-2-oxoimidazolidin-1-yl)pyridin-3-yl)carbamate COC1=CC=C(CN2C(N(CC2)C=2C=C(C=NC2)NC(OC(C)(C)C)=O)=O)C=C1